5-((4-(di(pyridin-2-yl)methyl)piperazin-1-yl)methyl)-2-(2,4-dioxotetrahydropyrimidin-1(2H)-yl)isoindoline-1,3-dione N1=C(C=CC=C1)C(N1CCN(CC1)CC=1C=C2C(N(C(C2=CC1)=O)N1C(NC(CC1)=O)=O)=O)C1=NC=CC=C1